[C@H]12CN(C[C@H](CC1)N2)C=2C1=C(N=C(N2)OCC2N(C(CC2)C2=CC=C(C=C2)F)CCCF)C(=C(N=C1)C1=CC(=CC2=CC=C(C(=C12)F)F)O)F 4-(4-((1R,5S)-3,8-diazabicyclo[3.2.1]octan-3-yl)-8-fluoro-2-((5-(4-fluorophenyl)-1-(3-fluoropropyl)pyrrolidin-2-yl)methoxy)pyrido[4,3-d]pyrimidin-7-yl)-5,6-difluoronaphthalen-2-ol